C1(=CC=C(C=C1)[B-](C1=CC=C(C=C1)C)(C1=CC=C(C=C1)C)C1=CC=C(C=C1)C)C.C1(=CC=C(C=C1)[P+](C)(C)C)C p-tolyltrimethylphosphonium tetra-p-tolylborate